C1(=C(C=CC=C1)CN(C(C(=O)OCC)=O)CC1=NC=CC=C1)C ethyl 2-[o-tolylmethyl (2-pyridylmethyl)amino]-2-oxo-acetate